1-Benzyl-4-phenyl-1H-1,2,3-triazole C(C1=CC=CC=C1)N1N=NC(=C1)C1=CC=CC=C1